C(C)C(CN1C=[N+](C=C1)CCCCCC)CCCC 1-(2-ethylhexyl)-3-hexylimidazolium